1,1'-(dodecane-1,12-diyl)bis(3,4-dimethylpyridin-1-ium) dibromide [Br-].[Br-].C(CCCCCCCCCCC[N+]1=CC(=C(C=C1)C)C)[N+]1=CC(=C(C=C1)C)C